isocitric acid (Isocitrate) C(C(O)C(C(=O)O)CC(=O)O)(=O)O.C(C(O)C(C(=O)O)CC(=O)O)(=O)O